C12(CC3CC(CC(C1)C3)C2)CCC(=O)N(C)OC 3-((3r,5r,7r)-adamantan-1-yl)-N-methoxy-N-methylpropanamide